FC=1C=C(C=CC1F)[C@@H]1N(OCC1)C1=CC(=NC=N1)NC=1C(=CC(=C(C1)NC(C=C)=O)N1C[C@@H](CC1)N1CCOCC1)OC N-(5-((6-((R)-3-(3,4-difluorophenyl)isoxazolidine-2-yl)pyrimidine-4-yl)amino)-4-methoxy-2-((R)-3-morpholinopyrrolidine-1-yl)phenyl)acrylamide